5-methyl-4-((trimethylsilyloxy)methyl)-1,3-dioxol-2-one CC1=C(OC(O1)=O)CO[Si](C)(C)C